[Cl-].COC1=NC(=NC(=N1)OC)[N+]1(CCOCC1)C (4,6-Dimethoxy-1,3,5-triazin-2-yl)-4-methylmorpholinium chloride